ClC1=C(OC2N(C=C(C=C2)C(F)(F)F)C2=CC(=CC=C2)S(=O)(=O)CC)C=CC(=C1)OC(F)(F)F 2-[2-chloro-4-(tri-fluoromethoxy)-phenoxy]-N-(3-ethylsulfonylphenyl)-5-(trifluoro-methyl)pyridine